C(C)O[Si](CC[SiH2]C(OCC)OCC)(OCC)OCC 1-(triethoxysilyl)-2-(diethoxymethylsilyl)ethane